C1(=CC=CC=C1)C1CCC(CC1)C1=C(C(NC(N1)=O)=O)CC1=CC(=CC=C1)C(F)(F)F 6-(4-phenylcyclohexyl)-5-(3-trifluoromethylbenzyl)-1H-pyrimidine-2,4-dione